biphenyl 4-(4-hydroxyoctyloxy)cinnamate OC(CCCOC1=CC=C(C=CC(=O)O)C=C1)CCCC.C1(=CC=CC=C1)C1=CC=CC=C1